ClC=1C(=NNC1C1CC1)C(F)(F)F 4-chloro-5-cyclopropyl-3-(trifluoromethyl)pyrazol